CN(CCS)C(CCCCCCCC1C(C1)CCCCCCCC)CCCCCCCCC 2-(methyl-(1-(2-octylcyclopropyl)heptadecan-8-yl)amino)ethane-1-thiol